ClC1=C(C(=O)NCCO)C=CC(=C1)NC=1C=2N(C=CN1)C(=CN2)C=2C(=NN(C2)CC#N)C(F)(F)F 2-chloro-4-[[3-[1-(cyanomethyl)-3-(trifluoromethyl)pyrazol-4-yl]imidazo[1,2-a]pyrazin-8-yl]amino]-N-(2-hydroxyethyl)benzamide